CC(C(=O)O)(COC1=CC=CC=C1)C 2,2-dimethyl-3-phenoxypropionic acid